C(C1=CC=CC=C1)(C1=CC=CC=C1)[C@@H]1N2C(C=3N(C1)C(=CN3)C(C)O)=C(C(C=C2)=O)O (6S)-6-benzhydryl-11-hydroxy-3-(1-hydroxyethyl)-5,6-dihydro-10H-imidazo[1,2-a]pyrido[2,1-c]pyrazin-10-one